CN(S(=O)(=O)C=1C(=CC(=C(C(=O)O)C1)OC1=CC=CC=C1)NCCCCCCCC(F)(F)F)C 5-(dimethylsulfamoyl)-2-phenoxy-4-(8,8,8-trifluorooctylamino)benzoic acid